2-(4-fluorophenyl)pyridin FC1=CC=C(C=C1)C1=NC=CC=C1